5-ethyl-pyrimidin C(C)C=1C=NC=NC1